6-amino-8-(4,4-difluoropiperidin-1-yl)-2-(4-methoxybenzyl)-3,4-dihydro-2,7-naphthyridin-1(2H)-one NC=1C=C2CCN(C(C2=C(N1)N1CCC(CC1)(F)F)=O)CC1=CC=C(C=C1)OC